N-[5-(1H-benzimidazol-2-yl)-1-methyl-pyrazol-3-yl]-4-[4-(2-hydroxypropyl)piperazin-1-yl]benzamide N1C(=NC2=C1C=CC=C2)C2=CC(=NN2C)NC(C2=CC=C(C=C2)N2CCN(CC2)CC(C)O)=O